O=C1OCC=C1 2-oxo-2,5-dihydrofuran